(R)-3-Hydroxy-1-methyl-3-(3-(6-(2-(methylthio)pyrimidin-4-yl)pyridin-2-yl)isoxazol-5-yl)pyrrolidin-2-one-4,4,5,5-d4 O[C@@]1(C(N(C(C1([2H])[2H])([2H])[2H])C)=O)C1=CC(=NO1)C1=NC(=CC=C1)C1=NC(=NC=C1)SC